phenanthridine-1,9-diamine C1(=CC=CC2=NC=C3C=CC(=CC3=C12)N)N